3-[4-(benzenesulfonyl)phenyl]-1-(pyridin-3-yl)urea C1(=CC=CC=C1)S(=O)(=O)C1=CC=C(C=C1)NC(NC=1C=NC=CC1)=O